P-ETHYLTOLUENE CCC1=CC=C(C=C1)C